(4-fluorophenyl)-6-(hydroxymethyl)-N-methylpyridineamide FC1=CC=C(C=C1)C=1C(=NC(=CC1)CO)C(=O)NC